The molecule is a tetrapeptide composed of L-alanine, L-leucine, L-threonine, and L-proline units joined in sequence. It has a role as a metabolite. It derives from a L-alanine, a L-leucine, a L-threonine and a L-proline. C[C@H]([C@@H](C(=O)N1CCC[C@H]1C(=O)O)NC(=O)[C@H](CC(C)C)NC(=O)[C@H](C)N)O